(2-ethylhexanoate) titanium [Ti+4].C(C)C(C(=O)[O-])CCCC.C(C)C(C(=O)[O-])CCCC.C(C)C(C(=O)[O-])CCCC.C(C)C(C(=O)[O-])CCCC